(E)-2-(4-fluorophenyl)-3-(2-(2-methoxy-2-oxoethylidene)pyrrolidin-1-yl)propionic acid FC1=CC=C(C=C1)C(C(=O)O)CN1/C(/CCC1)=C/C(=O)OC